Methyl 2-(4-fluorophenyl)-5,6-dimethyl-3-oxo-2,3-dihydropyridazine-4-carboxylate FC1=CC=C(C=C1)N1N=C(C(=C(C1=O)C(=O)OC)C)C